C(CC)(=O)OOC1=C(C=CC=C1)OC1=CC=CC=C1 phenoxyphenoxy propionate